N,N'-bis(4-(2-ethylhexyl-oxy)phenyl)benzidine C(C)C(COC1=CC=C(C=C1)NC1=CC=C(C=C1)C1=CC=C(NC2=CC=C(C=C2)OCC(CCCC)CC)C=C1)CCCC